1-(cyclobutyl-methyl)-3-[[1-(2-hydroxy-ethyl)-1H-[1,2,3]triazol-4-yl]-methyl]-8-methylamino-8-phenyl-1,3-diazaspiro[4.5]decan-2-one C1(CCC1)CN1C(N(CC12CCC(CC2)(C2=CC=CC=C2)NC)CC=2N=NN(C2)CCO)=O